O1CCC(CC1)C1=C(C=C(C=C1)O)O 4-(tetrahydro-2H-pyran-4-yl)benzene-1,3-diol